C(#N)C(CNC=1C(=CC=C2C=CC(=CC12)C1=NC(=NC=C1)C(=O)N[C@H]1CN(CCC1)CCOC)OC)=C 4-{8-[(2-cyano-2-methylideneethyl)amino]-7-methoxynaphthalen-2-yl}-N-[(3R)-1-(2-methoxyethyl)piperidin-3-yl]pyrimidine-2-carboxamide